COC(=O)C1C2CC2CC(C1)OC=1C(=NC(=CC1)C=1N=NN(C1COC(N(C)CC1CCC1)=O)C)C (±)-methyl-4-((6-(5-((((cyclobutylmethyl)(methyl)carbamoyl)oxy)methyl)-1-methyl-1H-1,2,3-triazol-4-yl)-2-methylpyridin-3-yl)oxy)bicyclo[4.1.0]heptane-2-carboxylate